(R)-1-(7-(8-ethyl-7-fluoro-3-(methoxymethoxy)naphthalen-1-yl)-8-fluoro-2-(((2R,7aS)-2-fluorohexahydro-1H-pyrrolizin-7a-yl)methoxy)pyrido[4,3-d]pyrimidin-4-yl)-3-methylpiperidin-3-ol C(C)C=1C(=CC=C2C=C(C=C(C12)C1=C(C=2N=C(N=C(C2C=N1)N1C[C@@](CCC1)(O)C)OC[C@]12CCCN2C[C@@H](C1)F)F)OCOC)F